C(O)C(NCC(=O)O)(CO)CO N-(trimethylolmethyl)glycine